C(C)(C)(C)N(C(O)=O)C1CC2(CNC2)C1.C(C)C1=C(C(=O)NC=2C=C3CCC(NC3=CC2)=O)C=CN=C1 3-ethyl-N-(2-oxo-1,2,3,4-tetrahydroquinolin-6-yl)isonicotinamide tert-butyl-(2-azaspiro[3.3]heptan-6-yl)-carbamate